N-((1-((2-(3,5-dichloro-phenyl)-6-((2-(4-(3-(methylsulfonyl)butyl)piperazin-1-yl)pyrimidin-5-yl)oxy)pyridin-4-yl)methyl)piperidin-4-yl)methyl)acetamide ClC=1C=C(C=C(C1)Cl)C1=NC(=CC(=C1)CN1CCC(CC1)CNC(C)=O)OC=1C=NC(=NC1)N1CCN(CC1)CCC(C)S(=O)(=O)C